CS(=O)(=O)OC1CC(C1)NC(=O)C1=NN(C2=C1C=NC(=C2)C=2C=NN1C2N=CC=C1)C1=C(C=CC(=C1)Cl)OC (1s,3s)-3-(1-(5-Chloro-2-methoxyphenyl)-6-(pyrazolo[1,5-a]pyrimidin-3-yl)-1H-pyrazolo[4,3-c]pyridine-3-carboxamido)cyclobutyl methanesulfonate